Cl.NCC(=O)N1CSC[C@H]1C#N (R)-3-glycylthiazolidine-4-carbonitrile HCl